N-octadecyl-2-(3,4,5-trihydroxyphenyl)-3,5,7-trihydroxyquinolin-4-one C(CCCCCCCCCCCCCCCCC)N1C(=C(C(C2=C(C=C(C=C12)O)O)=O)O)C1=CC(=C(C(=C1)O)O)O